[Si](C)(C)(C(C)(C)C)OCC1CCC(CC1)N (1s,4s)-4-{[(tert-butyldimethylsilyl)oxy]methyl}cyclohexan-1-amine